(2R,3R,4R,5S)-1-(2-hydroxyethyl)-2-(hydroxymethyl)-3,4,5-piperidinetriol OCCN1[C@@H]([C@H]([C@@H]([C@H](C1)O)O)O)CO